5-(5-(4-(tert-butyl)phenylsulfonylamino)-6-chloropyridin-3-yl)-N-methylnicotinamide C(C)(C)(C)C1=CC=C(C=C1)S(=O)(=O)NC=1C=C(C=NC1Cl)C=1C=NC=C(C(=O)NC)C1